2-(4-((4-(3-(azetidin-3-yl)phenyl)-1H-1,2,3-triazol-1-yl)methyl)-3-fluorophenyl)-5-(difluoromethyl)-1,3,4-oxadiazole N1CC(C1)C=1C=C(C=CC1)C=1N=NN(C1)CC1=C(C=C(C=C1)C=1OC(=NN1)C(F)F)F